C(C)(C)(C)OC(=O)N1C[C@@H](CCC1)C(=O)O (3R)-1-[(tert-butoxy)carbonyl]piperidine-3-carboxylic acid